1-(5-Fluoro-2-methoxybenzyl)-5-(hydroxymethyl)-3-(4-methoxy-3-(pentyloxy)phenyl)tetrahydropyrimidin-2(1H)-one FC=1C=CC(=C(CN2C(N(CC(C2)CO)C2=CC(=C(C=C2)OC)OCCCCC)=O)C1)OC